N-[4-(3,6-dihydro-2H-pyran-4-yl)-5-fluoro-7-methoxy-1H-1,3-benzodiazol-2-yl]-1-methyl-1H-pyrazole-4-carboxamide O1CCC(=CC1)C1=C(C=C(C=2NC(=NC21)NC(=O)C=2C=NN(C2)C)OC)F